(1,3-dioxoisoindolin-2-yl)methyl isobutyl carbonate C(OCN1C(C2=CC=CC=C2C1=O)=O)(OCC(C)C)=O